2,5-difluoro-cyanochlorobenzene FC1=C(C=C(C=C1C#N)F)Cl